nitro-1,3-dimethyl-imidazole [N+](=O)([O-])C1N(C=CN1C)C